C1(CCCC1)NCCNC1CCCC1 N,N'-dicyclopentylethylenediamine